propanethioate hydrochloride Cl.C(CC)(O)=S